ClC1=C(C(=NC(=N1)CC1=C(C=CC=C1)C)N)OC1=C(C=CC=C1)OC 6-Chloro-5-(2-methoxyphenoxy)-2-(2-methylbenzyl)pyrimidin-4-amine